N-(4-amino-1-((2-(trimethylsilyl)ethoxy)methyl)-1H-pyrazolo[4,3-c]pyridin-7-yl)-2-((2R,5S)-2-(3-((dimethylamino)methyl)phenyl)-5-methylpiperidin-1-yl)-2-oxoacetamide NC1=NC=C(C2=C1C=NN2COCC[Si](C)(C)C)NC(C(=O)N2[C@H](CC[C@@H](C2)C)C2=CC(=CC=C2)CN(C)C)=O